5-tert-Butyl-[1,3,4]oxadiazole-2-carboxylic acid {2-[2-(1-isopropyl-3-methyl-1H-pyrazol-4-yl)-3H-imidazo[4,5-b]pyridin-7-yl]-6,7,8,9-tetrahydro-5H-benzocyclohepten-5-yl}-amide C(C)(C)N1N=C(C(=C1)C1=NC=2C(=NC=CC2C=2C=CC3=C(CCCCC3NC(=O)C=3OC(=NN3)C(C)(C)C)C2)N1)C